tert-Butyl 4-amino-3-[(2,3',5'-trifluoro[biphenyl]-3-yl)methyl]-2-azabicyclo[3.1.1]heptane-2-carboxylate NC1C(N(C2CC1C2)C(=O)OC(C)(C)C)CC=2C(=C(C=CC2)C2=CC(=CC(=C2)F)F)F